N1CCC2(CC1)OC1=C(C2)C=CC=C1 3H-spiro[benzofuran-2,4'-piperidine]